C1CC12CN[C@@H](CC2)CO (S)-(5-azaspiro[2.5]oct-6-yl)methanol